6-bromo-1-methyl-3-((methanesulfonyl)methyl)-4-(phenyl-(tetrahydro-2H-pyran-4-yl)methyl)-1,4-dihydropyrazolo[3',4':4,5]pyrrolo[3,2-b]pyridine BrC=1C=C2C(=NC1)C1=C(N2C(C2CCOCC2)C2=CC=CC=C2)C(=NN1C)CS(=O)(=O)C